4-methoxy-3-(2-oxo-1,3-diazinan-1-yl)benzoic acid COC1=C(C=C(C(=O)O)C=C1)N1C(NCCC1)=O